5-methyl-1-tetradecyl-2-pyrrolidinone CC1CCC(N1CCCCCCCCCCCCCC)=O